2,3-dibromocarbazole BrC1=CC=2NC3=CC=CC=C3C2C=C1Br